methyl (R)-5-oxopiperazine-2-carboxylate O=C1NC[C@@H](NC1)C(=O)OC